BrC(C(=O)NC=1C=C(C(=CC1O)F)C1=C(C(=C(C(=C1F)F)F)F)F)(F)F 2-bromo-2,2-difluoro-N-(2',3',4',5',6,6'-hexafluoro-4-hydroxy-[1,1-biphenyl]-3-yl)acetamide